CCCC(=O)NCCC1=CNC2=C1C=C(C=C2)O The molecule is an N-acylserotonin obtained by formal condensation of the carboxy group of butyric acid with the primary amino group of serotonin. It derives from a butyric acid.